eicosane-8,8-diol CCCCCCCC(CCCCCCCCCCCC)(O)O